CCCCCCCC\C=C/CCCCCCCCCCCCCCCCC (Z)-9-Heptacosene